FC(C1=CC=C(C=C1)C1=CC(=NO1)C(=O)O)(F)F 5-(4-trifluoromethyl-phenyl)-isoxazole-3-carboxylic acid